3-isopropyl-6-methyl-7-(2,3,5-trifluorophenyl)pyrazolo[1,5-a]pyrimidine-2-carboxylic acid ethyl ester C(C)OC(=O)C1=NN2C(N=CC(=C2C2=C(C(=CC(=C2)F)F)F)C)=C1C(C)C